2,6-dichloro-p-trifluoromethylaniline ClC1=C(N)C(=CC(=C1)C(F)(F)F)Cl